2-fluoro-5-[6-fluoro-4-methylsulfonyl-1-(p-tolylsulfonyl)indol-5-yl]oxy-benzonitrile FC1=C(C#N)C=C(C=C1)OC=1C(=C2C=CN(C2=CC1F)S(=O)(=O)C1=CC=C(C=C1)C)S(=O)(=O)C